3-(tri-fluoromethyl)-5,6,7,8-tetrahydro-[1,2,4]triazolo[4,3-a]pyrazine FC(C1=NN=C2N1CCNC2)(F)F